C1CCC2=C(C=3CCCC3C=C12)NC(=O)N=[S@](=O)(N)C1=NN(C(=C1)C(C)(C)O)C1=CC=CC=C1 (R)-N'-((1,2,3,5,6,7-hexahydro-s-indacen-4-yl)carbamoyl)-5-(2-hydroxy-propan-2-yl)-1-phenyl-1H-pyrazole-3-sulfonimidamide